5-bromo-2-(trifluoromethoxy)benzoic acid methyl ester COC(C1=C(C=CC(=C1)Br)OC(F)(F)F)=O